FC=1C=C2C=CC(=NC2=CC1)OC1C(N2CCC1CC2)CC=2C=NC=CC2 6-Fluoro-2-[2-(3-pyridylmethyl)quinuclidin-3-yl]oxyquinoline